COC1=CC(=C(C=C1NC1=NC=NC(=C1)N1OCC[C@@H]1C=1C=NC(=CC1)C)NC(C=C)=O)N1CCN(CC1)C1CCN(CC1)C N-(4-methoxy-2-(4-(1-methylpiperidine-4-yl)piperazine-1-yl)-5-((6-((R)-3-(6-methylpyridine-3-yl)isoxazolidine-2-yl)pyrimidine-4-yl)amino)phenyl)acrylamide